ClC1=C(C=CC=C1)C=1C(NC=C(C1)NC1=CC=CC=C1)=O 3-(2-Chlorophenyl)-5-(phenylamino)pyridin-2(1H)-one